6-allyl 2-(tert-butyl) 8-(5-(1-(4-cyclohexylphenyl)-2-oxo-2-(4-(thiazol-2-yl)piperidin-1-yl)ethyl)-1,3,4-oxadiazol-2-yl)-2,6-diazaspiro[3.4]octane-2,6-dicarboxylate C1(CCCCC1)C1=CC=C(C=C1)C(C(N1CCC(CC1)C=1SC=CN1)=O)C1=NN=C(O1)C1CN(CC12CN(C2)C(=O)OC(C)(C)C)C(=O)OCC=C